2,2'-dibromospirobifluorene BrC=1C2(C3=CC4=CC=CC=C4C3=CC1)C(=CC=C1C3=CC=CC=C3C=C12)Br